NC1=CC=C(C=C1)CC(=O)NCC 2-(4-Amino-phenyl)-N-ethyl-acetamide